N-(4-(3-amino-6-(1-isobutyrylpiperidin-4-yl)-1-methyl-1H-pyrazolo[4,3-c]pyridin-4-yl)phenyl)-1-isopropyl-2,4-dioxo-3-(pyridin-2-yl)-1,2,3,4-tetrahydropyrimidine-5-carboxamide NC1=NN(C2=C1C(=NC(=C2)C2CCN(CC2)C(C(C)C)=O)C2=CC=C(C=C2)NC(=O)C=2C(N(C(N(C2)C(C)C)=O)C2=NC=CC=C2)=O)C